2-((7-chloronaphthalen-2-yl)oxy)-N-((2,4-dimethylphenyl)sulfonyl)acetamide benzyl-(2S*,3S*)-2-benzyl-3-hydroxypyrrolidine-1-carboxylate C(C1=CC=CC=C1)OC(=O)N1[C@H]([C@H](CC1)O)CC1=CC=CC=C1.ClC1=CC=C2C=CC(=CC2=C1)OCC(=O)NS(=O)(=O)C1=C(C=C(C=C1)C)C |o1:11,12|